ClC=1C=C(COC=2C=C3C(C(NC3=CC2)=O)=O)C=CC1 5-((3-chlorobenzyl)oxy)indole-2,3-dione